1-(tetrahydro-2H-pyran-4-yl)ethan-1-ol O1CCC(CC1)C(C)O